4-(3-((3,5-difluorobenzyl)oxy)-5-fluoropyridin-2-yl)-5-methyl-N-(3-(methylsulfonamido)phenyl)thiophene-2-carboxamide FC=1C=C(COC=2C(=NC=C(C2)F)C=2C=C(SC2C)C(=O)NC2=CC(=CC=C2)NS(=O)(=O)C)C=C(C1)F